C(C)(C)(C)OC(=O)N(C1=CC(=NC=2N1N=CC2C2CCC2)N[C@@H]2CN(C[C@H](C2)O)C(=O)OC(C)(C)C)C2=CC(=CC(=C2)C)F tert-butyl (3S,5S)-3-((7-((tert-butoxycarbonyl)(3-fluoro-5-methylphenyl)amino)-3-cyclobutylpyrazolo[1,5-a]pyrimidin-5-yl)amino)-5-hydroxylpiperidine-1-carboxylate